pentenoic acid carbon [C].C(C=CCC)(=O)O